D-fructosyl-α-D-glucose OCC1([C@@H](O)[C@H](O)[C@H](O1)CO)[C@@]1(O)[C@H](O)[C@@H](O)[C@H](O)[C@H](O1)CO